C1(CC1)N1N=CC(=C1)[C@H]1CN(C[C@H](O1)C)C1=CC(=C2C(=N1)C=CS2)C2=C(C=C(C=C2)F)F (2S,6R)-2-(1-cyclopropyl-1H-pyrazol-4-yl)-4-(7-(2,4-difluorophenyl)thieno[3,2-b]pyridin-5-yl)-6-methylmorpholine